{[(3R,6S)-6-{[2-(5-{2-[(3R,5R)-3,5-Dimethylmorpholine-4-carbonyl]-4-fluorophenoxy}pyrimidin-4-yl)-2,7-diazaspiro[3.5]nonan-7-yl]methyl}oxan-3-yl]sulfamoyl}(ethyl)methylamine C[C@H]1N([C@@H](COC1)C)C(=O)C1=C(OC=2C(=NC=NC2)N2CC3(C2)CCN(CC3)C[C@@H]3CC[C@H](CO3)NS(=O)(=O)N(C)CC)C=CC(=C1)F